Trihydroxycholest-4-en-3-one C[C@H](CCCC(C)C(O)(O)O)[C@H]1CC[C@@H]2[C@@]1(CC[C@H]3[C@H]2CCC4=CC(=O)CC[C@]34C)C